bis(triphenylphosphine) ammonium nitrate [N+](=O)([O-])[O-].[NH4+].C1(=CC=CC=C1)P(C1=CC=CC=C1)C1=CC=CC=C1.C1(=CC=CC=C1)P(C1=CC=CC=C1)C1=CC=CC=C1